FC1(CCC2=C1N=C(N=C2C2=CC1=C(C=C2)[C@@]2(NC(C(OC2)C)=O)CO1)N1[C@H]([C@@H](C1)O)C)F (3S)-6-(7,7-difluoro-2-((2S,3R)-3-hydroxy-2-methylazetidin-1-yl)-6,7-dihydro-5H-cyclopenta[d]pyrimidin-4-yl)-6'-methyl-2H-spiro[benzofuran-3,3'-morpholin]-5'-one